C(N)(=O)C1=C(C=CC=C1)NC(C1=CC=CC=C1)=O N-(2-carbamoylphenyl)benzamide